6-bromo-4-methoxy-1H-benzo[d]Imidazole BrC=1C=C(C2=C(NC=N2)C1)OC